C(C)(C)(CC)O[Si](O)(OC(C)(C)CC)OC(C)(C)CC tri(tert-pentoxy)silanol